6-((4-hydroxybutyl)amino)hexyl 2-hexyldecanoate 6-((4-hydroxybutyl)amino)hexyl-2-hexyldecanoate OCCCCNCCCCCCOC(C(CCCCCCCC)CCCCCC)=O.C(CCCCC)C(C(=O)OCCCCCCNCCCCO)CCCCCCCC